NC1=C(C(=NC=2N1N=C(C2I)C)SC)C#N 7-amino-3-iodo-2-methyl-5-(methylthio)pyrazolo[1,5-a]pyrimidine-6-carbonitrile